(methyl-amino)phosphine CNP